CCC(CCCC)C(=O)OCC1=CC=CC=C1 Benzyl heptane-3-carboxylate